FC1(CC(CN(C1)CC=1C(=NC(=CC1)C=1N=NN(C1COC1OCCCC1)C)C)C(=O)OC)F Methyl 5,5-difluoro-1-((2-methyl-6-(1-methyl-5-(((tetrahydro-2H-pyran-2-yl)oxy)methyl)-1H-1,2,3-triazol-4-yl)pyridin-3-yl)methyl)piperidine-3-carboxylate